C(C)C=1N=C(N(C1)C(=O)[O-])SSC=1N(C=C(N1)CC)C(=O)[O-] dithio-bis(ethyl-1H-imidazole-1-carboxylate)